Racemic-3-(3-chloro-4-fluorophenyl)-1-(1-(7,8-difluoro-1-oxo-1,2-dihydroisoquinolin-4-yl)ethyl)-1-isobutylurea ClC=1C=C(C=CC1F)NC(N(CC(C)C)[C@H](C)C1=CNC(C2=C(C(=CC=C12)F)F)=O)=O |r|